FC1C(C2=CC=CC=C2C1=O)=C(C#N)C#N fluoro-2-(3-oxo-2,3-dihydro-1H-indene-1-ylidene)malononitrile